N-((1r,4r)-4-fluorocyclohexyl)-2-(1H-imidazol-1-yl)-5H-pyrrolo[3,2-d]pyrimidine-4-carboxamide FC1CCC(CC1)NC(=O)C=1C2=C(N=C(N1)N1C=NC=C1)C=CN2